2-(2-(2,6-dioxopiperidin-3-yl)-6-fluoro-1,3-dioxoisoindolin-5-yl)-2,9-Diazaspiro[5.5]undecane-9-carboxylate O=C1NC(CCC1N1C(C2=CC(=C(C=C2C1=O)N1CC2(CCC1)CCN(CC2)C(=O)[O-])F)=O)=O